N-(4-(4,4-difluoropiperidin-1-yl)-6-methyl-1,3,5-triazin-2-yl)-4-nitro-2-(6-azaspiro[2.5]octan-6-yl)benzamide FC1(CCN(CC1)C1=NC(=NC(=N1)C)NC(C1=C(C=C(C=C1)[N+](=O)[O-])N1CCC2(CC2)CC1)=O)F